2-Hydroxy-N-(2,3,5,6-tetrafluoro-3'-(2-hydroxypropoxy)-[1,1'-biphenyl]-4-yl)pyrazolo[1,5-a]pyridine-3-carboxamide OC1=NN2C(C=CC=C2)=C1C(=O)NC1=C(C(=C(C(=C1F)F)C1=CC(=CC=C1)OCC(C)O)F)F